C(C)(=O)O[C@@H]1C=C2CC[C@H]3[C@H]4[C@](CC[C@@H]3[C@]2(CC1)C)([C@H](CC4)[C@H](C)CCCC(C)(C)O)C (1R,3aS,3bS,7S,9aR,9bS,11aR)-1-[(2R)-6-hydroxy-6-methylheptan-2-yl]-9a,11a-dimethyl-2,3,3a,3b,4,5,7,8,9,9a,9b,10,11,11a-tetradecahydro-1H-cyclopenta[1,2-i]phenanthren-7-yl acetate